(S)-1-(2-(2-(cyclobutylmethyl)-1,2,3,4-tetrahydroisoquinolin-7-yl)thiazol-4-yl)-3-(piperidin-3-yl)urea C1(CCC1)CN1CC2=CC(=CC=C2CC1)C=1SC=C(N1)NC(=O)N[C@@H]1CNCCC1